methyl (S)-1-((4-phenoxybenzoyl)glycyl)-4-(o-tolyl)pyrrolidine-2-carboxylate O(C1=CC=CC=C1)C1=CC=C(C(=O)NCC(=O)N2[C@@H](CC(C2)C2=C(C=CC=C2)C)C(=O)OC)C=C1